6-cyano-N-methyl-5-(piperazin-1-yl)pyridine-2-carboxamide C(#N)C1=C(C=CC(=N1)C(=O)NC)N1CCNCC1